FC(O[C@@H](C)[C@H]1CCC=2C(=NC(=CC2C2=C(C=C(C=C2)F)F)C(=O)N)O1)F (R)-2-((S)-1-(difluoromethoxy)ethyl)-5-(2,4-difluorobenzeneYl)-3,4-dihydro-2H-pyrano[2,3-b]Pyridine-7-carboxamide